N1=CC(=CC=C1)NC(C(NC(=O)NC1=NC=C(C(=C1)OC)[Si](F)(C(C)(C)C)C(C)(C)C)C)=O N-(3-pyridyl)methyl(3-{5-[di(tert-butyl)(fluoro)silyl]-4-methoxy-2-pyridyl}ureido)acetamide